ClC=1C=CC(=C(C1)C1=NNC=C1C=1N=C2C=C(C=NC2=CC1)NCC1N2CCN(C1)CC2)F 6-[3-(5-chloro-2-fluoro-phenyl)-1H-pyrazol-4-yl]-N-(1,4-diazabicyclo[2.2.2]octan-2-ylmethyl)-1,5-naphthyridin-3-amine